C(#N)C1=CC=C(CCN[C@H](C(=O)NC2=NC=C(C=C2)C=2C=NN(C2)C)C2=CC(=CC=C2)C#N)C=C1 |r| (S)- and (R)-2-((4-cyanophenEthyl)amino)-2-(3-cyanophenyl)-N-(5-(1-methyl-1H-pyrazol-4-yl)pyridin-2-yl)acetamide